CN(C/C=C/C(=O)N(C)C1=C2CN(CC2=CC=C1)C(C1=C(C=C(C(=C1)C)OC)O)=O)C (E)-4-(Dimethylamino)-N-(2-(2-hydroxy-4-methoxy-5-methylbenzoyl)isoindolin-4-yl)-N-methylbut-2-enamide